ClC=1C=C2C=C(NC2=CC1OCC1=NN(N=C1)C)CNC(=O)N1CCCC1 N-({5-chloro-6-[(2-methyl-2H-1,2,3-triazol-4-yl)methoxy]-2-indolyl}methyl)-1-pyrrolidinecarboxamide